OC1=NC(=C(C(=N1)CC1(CCOC2=CC=CC=C12)C(=O)OC)[N+](=O)[O-])O methyl 4-((2,6-dihydroxy-5-nitropyrimidin-4-yl)methyl)chroman-4-carboxylate